oxo-3'-deoxyadenosine O=C1[C@H]([C@@H](O[C@@H]1CO)N1C=NC=2C(N)=NC=NC12)O